C(C)(C)(C)OC(=O)N1N(CCC1)C1=CC2=C(N=C(S2)C)C=C1 2-(2-Methylbenzo[d]thiazol-6-yl)pyrazolidine-1-carboxylic acid tert-butyl ester